(2S)-1-[1-(4,4-difluoro-1-piperidinyl)cyclopropanecarbonyl]-N-[(1S)-1-(2-amino-2-oxo-ethyl)prop-2-ynyl]pyrrolidine-2-carboxamide FC1(CCN(CC1)C1(CC1)C(=O)N1[C@@H](CCC1)C(=O)N[C@H](C#C)CC(=O)N)F